3-(2-chloro-5-(trifluoromethyl)pyrimidin-4-yl)-5-fluoro-1H-indole ClC1=NC=C(C(=N1)C1=CNC2=CC=C(C=C12)F)C(F)(F)F